C(C)(C)(C)OC(=O)N1[C@@H](C[C@H](C1)O)C(NCC1=CC=C(C=C1)C1=C(N=CS1)C)=O.CC1=NC=C(C(=C1)COC)C=O Methyl-5-formyl-4-methoxymethyl-pyridine tert-butyl-(2S,4R)-4-hydroxy-2-[[4-(4-methylthiazol-5-yl)phenyl]methylcarbamoyl]pyrrolidine-1-carboxylate